OCCS(=O)(=O)N 2-hydroxyethanesulphonamide